6-((1S,2S)-2-(6-chloroimidazo[1,2-b]pyridazin-8-yl)cyclopropyl)-8-(2,2,2-trifluoroethoxy)quinoline ClC=1C=C(C=2N(N1)C=CN2)[C@@H]2[C@H](C2)C=2C=C1C=CC=NC1=C(C2)OCC(F)(F)F